N-(2-(4-chloro-3-fluorophenyl)-7-(1-methyl-1H-imidazol-4-yl)-1H-indol-5-yl)acrylamide ClC1=C(C=C(C=C1)C=1NC2=C(C=C(C=C2C1)NC(C=C)=O)C=1N=CN(C1)C)F